C(C)(C)N1N=NC(=C1)C1=CN=C2N1N=C(C=C2NC)NC=2C(=C(C=CC2)C2=NC=CC=C2C=O)OC (3-{[3-(1-isopropyl-1,2,3-triazol-4-yl)-8-(methylamino)imidazo[1,2-b]pyridazin-6-yl]amino}-2-methoxyphenyl)pyridine-3-carbaldehyde